[F-].[Ba+2].[F-] Barium Fluorid